5-(5-fluoro-2-(2-morpholinoacetyl)isoindolin-4-yl)-3-(4-(4-methylpiperazin-1-yl)phenyl)-1H-pyrazolo[4,3-c]pyridazin-6(5H)-one FC=1C(=C2CN(CC2=CC1)C(CN1CCOCC1)=O)N1N=C2C(=CC1=O)NN=C2C2=CC=C(C=C2)N2CCN(CC2)C